N[C@H](C#N)[C@@H]1CC2(CC2)CCC1 (S)-2-amino-2-((S)-spiro[2.5]octan-5-yl)acetonitrile